FC1=C(C=CC=C1)NC1=CC(=NC=C1C(=O)N)Cl 4-(2-fluoro-phenylamino)-6-chloronicotinamide